4-bromo-4'-methylbenzophenone BrC1=CC=C(C(=O)C2=CC=C(C=C2)C)C=C1